C(C1=CC=CC=C1)[C@H](CC(=O)OC(C)(C)C)C(=O)N(C)[C@H](CNC(=O)OC(C)(C)C)CCCCNS(=O)(=O)C1=C(C=CC=C1)[N+](=O)[O-] tert-butyl (R)-3-benzyl-4-(((S)-1-((tert-butoxycarbonyl)amino)-6-((2-nitrophenyl)sulfonamido)hexan-2-yl)(methyl)amino)-4-oxobutanoate